(S)-7-bromo-9-((dimethylamino)methyl)-6-fluoro-2-methyl-9,10-dihydro-8-oxa-2,4,10a-triazanaphtho[2,1,8-cde]azulene-1(2H)-one BrC1=C(C=C2N=CC=3N(C(N4C[C@@H](OC1=C2C34)CN(C)C)=O)C)F